6-(4-(6-(azetidin-3-yl)pyridazin-3-yl)-3-(methoxymethoxy)phenyl)-2,8-dimethylimidazo[1,2-b]pyridazine N1CC(C1)C1=CC=C(N=N1)C1=C(C=C(C=C1)C=1C=C(C=2N(N1)C=C(N2)C)C)OCOC